CC1=NC=C(C(=N1)C)OC[C@@]1([C@@H](C1)C(=O)NC1=NC=C(C=C1)F)C1=CC(=CC=C1)F (1R,2s)-2-(((2,4-dimethylpyrimidin-5-yl)oxy)methyl)-2-(3-fluorophenyl)-N-(5-fluoropyridin-2-yl)cyclopropylcarboxamide